NC1=CC(=C2C(=C1)N(CC21CCOCC1)C(=O)OC(C)(C)C)F tert-Butyl 6-amino-4-fluorospiro[indoline-3,4'-tetrahydropyran]-1-carboxylate